8-(4-((1R,5S)-3,8-diazabicyclo[3.2.1]octan-3-yl)-8-fluoro-2-(((2R,7aS)-2-fluorotetrahydro-1H-pyrrolizin-7a(5H)-yl)methoxy)pyrido[4,3-d]pyrimidin-7-yl)-1-methylisochroman-6-ol [C@H]12CN(C[C@H](CC1)N2)C=2C1=C(N=C(N2)OC[C@]23CCCN3C[C@@H](C2)F)C(=C(N=C1)C=1C=C(C=C2CCOC(C12)C)O)F